Cl.S1CC=CC=C1 (Thiainine) HCl